C(#N)C1=CC2=C(CNCC2C2=C(C=C(C(=O)NC)C=C2)C=2C(=NN(C2)CC)C(F)(F)F)S1 4-(2-cyano-4,5,6,7-tetrahydrothieno[2,3-c]pyridin-4-yl)-3-(1-ethyl-3-(trifluoromethyl)-1H-pyrazol-4-yl)-N-methylbenzamide